C1(CCCC1)C(=O)N1C(C=2NC3=CC=CC=C3C2CC1)C1=CC=C(C=C1)C(F)(F)F cyclopentyl-[1-(4-trifluoromethyl-phenyl)-1,3,4,9-tetrahydro-β-carbolin-2-yl]-methanone